COC(\C=C(/CCC=C(C)C)\C)OC (2Z)-1,1-dimethoxy-3,7-dimethyl-2,6-octadiene